C(#N)[C@H](C[C@H]1C(NCC1)=O)NC([C@H](CC=1C=NC=CC1)NC(=O)C=1NC2=CC=CC(=C2C1)OC)=O N-[(1S)-2-[[(1S)-1-cyano-2-[(3S)-2-oxopyrrolidin-3-yl]ethyl]amino]-2-oxo-1-(3-pyridylmethyl)ethyl]-4-methoxy-1H-indole-2-carboxamide